NC1=NC(=C2N=CN(C2=N1)CC(=O)NC1=CC(=NN1CC)C)NC1=CC(=NC=C1)OC 2-(2-amino-6-((2-methoxypyridin-4-yl)amino)-9H-purin-9-yl)-N-(1-ethyl-3-methyl-1H-pyrazol-5-yl)acetamide